NC1=C(C(=NN1C1=CC(=CC=C1)F)C1=CC=C(C=C1)CNC(C1=C(C=CC=C1)OC)=O)C(=O)N 5-amino-1-(3-fluorophenyl)-3-[4-[[(2-methoxybenzoyl)amino]methyl]phenyl]pyrazole-4-carboxamide